N-(3',4',5'-trifluorobiphenyl-2-yl)-3-difluoromethyl-1-methylpyrazole-4-carboxamide FC=1C=C(C=C(C1F)F)C1=C(C=CC=C1)NC(=O)C=1C(=NN(C1)C)C(F)F